(rac)-ethyl 12-methoxy-1-[3-(naphthalen-1-yloxy)propyl]-4,5,7,8-tetrahydro-10,14-(metheno)[1,4,7]dioxazacyclotetradecino[9,8,7-hi]indole-2-carboxylate COC=1C=C2C=3C=CC=C4C(=C(N(C34)CCOCCOC(C1)=C2)C(=O)OCC)CCCOC2=CC=CC1=CC=CC=C21